1-(cyclohex-1-en-1-ylsulfonyl)-4-methylbenzene C1(=CCCCC1)S(=O)(=O)C1=CC=C(C=C1)C